1-(1-ethyl-6-((2-(trifluoromethyl)pyridin-3-yl)thio)-1H-imidazo[4,5-b]pyrazin-2-yl)-4-methylpiperidin-4-amine C(C)N1C(=NC=2C1=NC(=CN2)SC=2C(=NC=CC2)C(F)(F)F)N2CCC(CC2)(N)C